2,6-dimethyl-1,6-heptanediol dibenzoate C(C1=CC=CC=C1)(=O)OCC(CCCC(C)(OC(C1=CC=CC=C1)=O)C)C